5-[[(2s)-1-(3-oxo-3-[4-[5-(trifluoromethyl)pyrimidin-2-yl]piperazin-1-yl]propoxy)propan-2-yl]amino]-4-(trifluoromethyl)-2,3-dihydropyridazin-3-one O=C(CCOC[C@H](C)NC1=C(C(NN=C1)=O)C(F)(F)F)N1CCN(CC1)C1=NC=C(C=N1)C(F)(F)F